(R)-(1,3-Dimethyl-azetidin-3-yl)-{5-[3-(2,6-dimethyl-morpholin-4-ylmethyl)-[1,2,4]oxadiazol-5-yl]-pyridin-3-yl}-(4-isopropyl-phenyl)-methanol CN1CC(C1)(C)[C@](O)(C1=CC=C(C=C1)C(C)C)C=1C=NC=C(C1)C1=NC(=NO1)CN1CC(OC(C1)C)C